F[C@@H]1[C@@H](C1)C(=O)NC1=CC=C2C(=N1)N(C=C2C=2C(=NC=CC2)OC)COCC[Si](C)(C)C (1S,2S)-2-fluoro-N-[3-(2-methoxypyridin-3-yl)-1-[[2-(trimethylsilyl)ethoxy]methyl]pyrrolo[2,3-b]pyridin-6-yl]cyclopropane-1-carboxamide